(2S,3R)-2-((((9H-fluoren-9-yl)methoxy)carbonyl)amino)-3-hydroxy-3-phenylpropanoic acid C1=CC=CC=2C3=CC=CC=C3C(C12)COC(=O)N[C@H](C(=O)O)[C@@H](C1=CC=CC=C1)O